N-{9-[(2R,6S)-6-(hydroxymethyl)-4-tritylmorpholin-2-yl]-6-oxo-6,9-dihydro-1H-purin-2-yl}-2-phenoxyacetamide OC[C@H]1O[C@H](CN(C1)C(C1=CC=CC=C1)(C1=CC=CC=C1)C1=CC=CC=C1)N1C=2N=C(NC(C2N=C1)=O)NC(COC1=CC=CC=C1)=O